bis(2-(2-(2-methoxyethoxy) ethoxy) ethyl) monofluorophosphate P(=O)(OCCOCCOCCOC)(OCCOCCOCCOC)F